4-dodecyl-epsilon-caprolactone C(CCCCCCCCCCC)C1CCC(=O)OCC1